Rac-4-bromo-2-[2-(tert-butoxycarbonylamino)-1-methyl-ethoxy]-5-fluoro-benzoic acid BrC1=CC(=C(C(=O)O)C=C1F)O[C@@H](CNC(=O)OC(C)(C)C)C |r|